5-(dimethylamino)-2-fluorocyclohexane-1,3-diene-1-carbonitrile CN(C1C=CC(=C(C1)C#N)F)C